N(C1=CC=CC=C1)C1=NC(=NC(=N1)N1CCOCC1)NC1=CC(C(C=C1)C=CC1=CC=C(C=C1)NC1=NC(=NC(=N1)NC1=CC=CC=C1)N1CCOCC1)(S(=O)(=O)[O-])S(=O)(=O)[O-].[Na+].[Na+] disodium 4,4'-bis{[4-anilino-6-morpholino-s-triazin-2-yl]-amino}-2,2-stilbenedisulfonate